3,3'-dodecamethylenebis(5-ethyl-1H-1,2,4-triazole) C(C)C1=NC(=NN1)CCCCCCCCCCCCC1=NNC(=N1)CC